1-pentadecanoyl-2-(9Z-pentadecenoyl)-glycero-3-phosphocholine CCCCCCCCCCCCCCC(=O)OC[C@H](COP(=O)([O-])OCC[N+](C)(C)C)OC(=O)CCCCCCC/C=C\CCCCC